C/C/1=C\CCC(=C)[C@@H]2CC([C@H]2CC1)(C)C (+)-(E)-Caryophyllene